N4-[5-chloro-4-(1-methylindol-3-yl)pyrimidin-2-yl]-N1-(2-dimethylamino-ethyl)-5-methoxy-N1-methylbenzene-1,2,4-triamine ClC=1C(=NC(=NC1)NC=1C=C(C(=CC1OC)N(C)CCN(C)C)N)C1=CN(C2=CC=CC=C12)C